5-(4-chloro-1H-pyrazol-1-yl)-1-ethyl-3-ethynyl-6-(2,4,6-trifluorophenyl)pyridin-2(1H)-one ClC=1C=NN(C1)C=1C=C(C(N(C1C1=C(C=C(C=C1F)F)F)CC)=O)C#C